ClC1=C(C=CC=C1Cl)N1CCN(CC1)CCCCN 4-(4-(2,3-dichlorophenyl)piperazin-1-yl)butan-1-amine